N(=[N+]=[N-])C(C(C(=O)O[2H])=O)(C=1C(=CC=CC1)C1=CC=CC=C1)N=[N+]=[N-] diazidobiphenylpyruvic acid-d